C([C@@H](O)C)(=O)[O-].[Mg+2].C([C@@H](O)C)(=O)[O-] MAGNESIUM L-LACTAT